C([2H])([2H])([2H])NN (Methyl-d3)hydrazine